ClC=1C(=C(C=CC1Cl)NC1=NC=NC2=CC(=C(C=C12)OC1CCN(CC1)C(CCOCCOCCNC1=C2C(N(C(C2=CC=C1)=O)C1C(NC(CC1)=O)=O)=O)=O)OC)F 4-((2-(2-(3-(4-((4-((3,4-dichloro-2-fluorophenyl)amino)-7-methoxyquinazolin-6-yl)oxy)piperidin-1-yl)-3-oxopropoxy)ethoxy)ethyl)amino)-2-(2,6-dioxopiperidin-3-yl)isoindoline-1,3-dione